2'-(4,5-Dimethyl-1H-imidazol-2-yl)-5-(methylsulfonyl)-3,4'-bipyridin CC=1N=C(NC1C)C1=NC=CC(=C1)C=1C=NC=C(C1)S(=O)(=O)C